di-sec-Butyl-di-iso-propoxysilane C(C)(CC)[Si](OC(C)C)(OC(C)C)C(C)CC